(2s,5r)-5-isobutylpyrrolidine-2-carboxylic acid methyl ester COC(=O)[C@H]1N[C@H](CC1)CC(C)C